O=C1NC(CCC1N1C(C2=CC=C(C=C2C1)OCC(=O)OC(C)(C)C)=O)=O tert-butyl 2-((2-(2,6-dioxopiperidin-3-yl)-1-oxoisoindolin-5-yl)oxy)acetate